C(C)(=O)ON=C(C1=CC(=CC=C1)CC(NS(=O)(=O)C1=CC(=CC=C1)C(NCCCOC)=O)C=1SC2=C(N1)C=CC=C2)N [[amino-[3-[2-(1,3-benzothiazol-2-yl)-2-[[3-(3-methoxypropylcarbamoyl)phenyl]sulfonylamino]ethyl]phenyl]methylene]amino] acetate